[N+](=O)(OCCCCCCCCCCCO)[O-] 11-hydroxyundecyl nitrate